ClC1=CC=C(OCC(=O)NC2C(CN(CC2)C(COC2=CC=C(C=C2)Cl)=O)C)C=C1 2-(4-Chlorophenoxy)-N-(1-(2-(4-chlorophenoxy)acetyl)-3-methylpiperidin-4-yl)acetamid